1-(3-fluorophenyl)piperazine 6-bromo-2-(2,6-dioxopiperidin-3-yl)-1-oxo-1,2,3,4-tetrahydroisoquinolin-7-yl-sulfurofluoridate BrC=1C=C2CCN(C(C2=CC1OS(=O)(=O)F)=O)C1C(NC(CC1)=O)=O.FC=1C=C(C=CC1)N1CCNCC1